5-cyclopropyl-N3-methyl-1H-pyrazole-3,5-dicarboxamide C1(CC1)C1(C=C(NN1)C(=O)NC)C(=O)N